IC1=NN(C2=CC=C(C=C12)OC1(CC1)C)COCC[Si](C)(C)C 2-[[3-iodo-5-(1-methylcyclopropoxy)indazol-1-yl]methoxy]ethyl-trimethyl-silane